C(CC)N(CCC)C(N(CCC)CCC)C=C[SiH3] bis(di-n-propylamino)methylvinylsilane